phenylpropyl-pyrone C1(=CC=CC=C1)CCCC=1C(OC=CC1)=O